7-ethyl-5-hydroxy-1,3-dimethylquinolin-2(1H)-one C(C)C1=CC(=C2C=C(C(N(C2=C1)C)=O)C)O